C12CCCC(OC1)CN2 6-oxa-8-azabicyclo[3.2.2]nonane